CN1C=NC=C1C(=O)N1CCN(CC1)C1=C(C=CC=C1)C=CC(=O)N 3-(2-(4-(1-methyl-1H-imidazole-5-carbonyl)piperazin-1-yl)phenyl)acrylamide